tert-butyl (2-(hydrazinecarboxamido)ethyl)carbamate N(N)C(=O)NCCNC(OC(C)(C)C)=O